BrC=1C=C(C=2C=CC=NC2C1)O 7-bromoquinolin-5-ol